2-(4-(2-acetyl-5-chlorophenyl)-5-methoxy-2-oxopyridin-1(2H)-yl)-3-(1-methylcyclopropyl)propionic acid tert-butyl ester C(C)(C)(C)OC(C(CC1(CC1)C)N1C(C=C(C(=C1)OC)C1=C(C=CC(=C1)Cl)C(C)=O)=O)=O